1-Methyl-3-isopropylcyclohexan CC1CC(CCC1)C(C)C